ClC1=CC=C(C=C1)C1=NNC(=C1)C(=O)OC methyl 3-(4-chlorophenyl)-1H-pyrazole-5-carboxylate